4-hydroxytetrahydrofuran-2-yl methyl diphosphate O(P(OC)(=O)OP(=O)([O-])[O-])C1OCC(C1)O